2-bromo-N-(3,4-(methylenedioxy)phenyl)-maleimide BrC=1C(=O)N(C(C1)=O)C1=CC2=C(C=C1)OCO2